FC1=CC(=C2C=CN(C2=C1)C)N1C(C2=CC(=C(C=C2C(=C1)C(=O)N1CCC2(CC2)CC1)OC)OC)=O 2-(6-fluoro-1-methyl-1H-indol-4-yl)-6,7-dimethoxy-4-(6-azaspiro[2.5]octane-6-carbonyl)isoquinolin-1(2H)-one